C(C)N(C1=C(C(=NC=N1)NCC1C(CN(CC1)C(C(=O)N)CCO)O)F)CC1=CC=C(C=C1)C(F)(F)F 2-(4-(((6-(ethyl(4-(trifluoromethyl)benzyl)amino)-5-fluoropyrimidin-4-yl)amino)methyl)-3-hydroxypiperidin-1-yl)-4-hydroxybutanamide